C(C)C1(C(NC(NC1=O)=O)=O)CCC(C)C 5-ethyl-5-isopentyl-barbituric acid